N[C@H](C(=O)NCCCC1=C(C=C2C([C@](C3(C(=C12)C)CC3)(C)O)=O)C)CC(C)C (S)-2-amino-N-(3-((R)-6'-hydroxy-2',4',6'-trimethyl-7'-oxo-6',7'-dihydrospiro[cyclopropane-1,5'-inden]-3'-yl)propyl)-4-methylpentanamide